BrCCCCCC[C@H](C(=O)O)C (R)-8-bromo-2-methyloctanoic acid